4-hydroxyheptane OC(CCC)CCC